5-cyano-N,N-dimethyl-2-(8,8,8-trifluorooctylamino)benzenesulfonamide Citronellyl-trans-1,2-dimethylcyclopropanecarboxylate C(CC(C)CCC=C(C)C)OC(=O)[C@]1([C@@H](C1)C)C.C(#N)C=1C=CC(=C(C1)S(=O)(=O)N(C)C)NCCCCCCCC(F)(F)F